alpha-glycidoxymethyl-propylmethyldiethoxysilane tert-butyl-4-fluoro-2-(2-fluorophenyl)-4-methylpyrazolidine-1-carboxylate C(C)(C)(C)OC(=O)N1N(CC(C1)(C)F)C1=C(C=CC=C1)F.C(C1CO1)OCC(CC)[Si](OCC)(OCC)C